2,3-dibenzylbutane-1,4-diol C(C1=CC=CC=C1)C(CO)C(CO)CC1=CC=CC=C1